tert-Butyl (4R)-4-(4-bromo-5-methylpyrazol-1-yl)azepane-1-carboxylate BrC=1C=NN(C1C)[C@H]1CCN(CCC1)C(=O)OC(C)(C)C